BrC=1C=C2C[C@H](CC2=CC1)C(=O)N[C@H]1[C@H]2CC[C@@H](C1)N2C#N (2S)-5-bromo-N-((1R,2R,4S)-7-cyano-7-azabicyclo[2.2.1]heptan-2-yl)-2,3-dihydro-1H-indene-2-carboxamide